2-dodecyl-dodecanol C(CCCCCCCCCCC)C(CO)CCCCCCCCCC